C(C)(C)(C)OC(=O)N1C[C@@H](CCC1)C(=O)NC1=NN(C2=CC=C(C=C12)C1=C(C=CC(=C1)C#N)Cl)C(=O)OCCSCC 2-(Ethylsulfanyl)ethyl 3-({[(3R)-1-(tert-butoxycarbonyl)piperidin-3-yl]carbonyl}amino)-5-(2-chloro-5-cyanophenyl)-1H-indazole-1-carboxylate